N1N=CC(=C1)C1=CC=C(C=C1)C1=CN=C2N1N=C(C=C2)N2C[C@H](OCC2)C (R)-4-(3-(4-(1H-pyrazol-4-yl)phenyl)imidazo[1,2-b]pyridazin-6-yl)-2-methylmorpholine